CN(CCCNS(=O)(=O)C(C(C(C(C(C(C(C(F)(F)F)(F)F)(F)F)(F)F)(F)F)(F)F)(F)F)(F)F)C N-[3-(dimethylamino)propyl]perfluorooctylsulfonamide